C1(NCN2C1CNCC2)=O hexahydroimidazo[1,5-a]Pyrazin-1(5H)-one